NC=1C(=NC(=C(C1)F)C1=C(N(C2=NC=CC=C21)COCC[Si](C)(C)C)Cl)N2C[C@H](NCC2)[C@@](C)(C(C)C)O (R)-2-((S)-4-(3-amino-6-(2-chloro-1-((2-(trimethylsilyl)ethoxy)methyl)-1H-pyrrolo[2,3-b]pyridin-3-yl)-5-fluoropyridin-2-yl)piperazin-2-yl)-3-methylbutan-2-ol